imidazo[2,1-f][1,2,4]Triazine-7-carboxamide N=1N2C(C=NC1)=NC=C2C(=O)N